N[C@@H](CC(=O)O)CC=C (R)-3-AMINOHEX-5-ENOIC ACID